[Na+].FC(CO)(S(=O)(=O)[O-])F.COC=1C=C2C(=NC=NC2=CC1OC)OC1=CC=C(C=C1)NC(CN1N=NC(=C1)C(C)C)=O N-(4-((6,7-dimethoxyquinazolin-4-yl)oxy)phenyl)-2-(4-isopropyl-1H-1,2,3-triazol-1-yl)acetamide 1,1-difluoro-2-hydroxyethanesulfonate sodium salt